CN1CCN(CC1)[C@H]1CC[C@H](CC1)C1=NC(=C2N1C=CN=C2N)C2=CC=C(C=C2)OC2=CC=CC=C2 3-((Cis)-4-(4-methylpiperazin-1-yl)cyclohexyl)-1-(4-phenoxyphenyl)imidazo[1,5-a]pyrazin-8-amine